(R)-N-(5-fluoro-6-phenoxypyridin-3-yl)-6-(piperidin-3-yl)quinazolin-4-amine FC=1C=C(C=NC1OC1=CC=CC=C1)NC1=NC=NC2=CC=C(C=C12)[C@@H]1CNCCC1